1-(5-fluoro-2-methoxyphenyl)-3-{2-methyl-1-[3-(pyridin-3-yl)-1,2,4-oxadiazol-5-yl]propyl}urea FC=1C=CC(=C(C1)NC(=O)NC(C(C)C)C1=NC(=NO1)C=1C=NC=CC1)OC